N[C@H]1[C@@H]2N(C[C@H]1CC2)C(=O)C2=CC1=C(N(C(=N1)C=1N(C3=CC=CC=C3C1)CC1CC1)CCCOC1=CC=C(C#N)C=C1)C(=C2)OC 4-(3-{5-[(1R,4R,7R)-7-amino-2-azabicyclo[2.2.1]heptane-2-carbonyl]-2-[1-(cyclopropylmethyl)-1H-indol-2-yl]-7-methoxy-1H-1,3-benzodiazol-1-yl}propoxy)benzonitrile